(2S,3R)-2-(hydroxymethyl)-1-methylpyrrolidin OC[C@H]1N(CCC1)C